5-[4-[[1-(2-chloroethyl)-4-piperidinyl]methyl]-1-piperidinyl]-2-(2,6-dioxo-3-piperidinyl)isoindoline-1,3-dione ClCCN1CCC(CC1)CC1CCN(CC1)C=1C=C2C(N(C(C2=CC1)=O)C1C(NC(CC1)=O)=O)=O